BrCC1=CC=C2C=C(C(NC2=C1F)=O)CC 7-bromomethyl-8-fluoro-3-ethylquinolin-2(1H)-one